[Si](C1=CC=CC=C1)(C1=CC=CC=C1)(C(C)(C)C)OC[C@@H]1[C@@H](C1)CCCC(C(=O)OC(C)(C)C)C tert-butyl 5-((1R,2S)-2-(((tert-butyldiphenylsilyl)oxy)methyl)cyclopropyl)-2-methylpentanoate